1,1,1-trifluoro-2-methylpropan-2-yl ((4-(5-(1,1-difluoroethyl)-1,2,4-oxadiazol-3-yl) bicyclo[2.2.2]octan-1-yl)methyl)(4-(4-isopropoxyphenyl)pyridin-2-yl)carbamate FC(C)(F)C1=NC(=NO1)C12CCC(CC1)(CC2)CN(C(OC(C(F)(F)F)(C)C)=O)C2=NC=CC(=C2)C2=CC=C(C=C2)OC(C)C